C(CC)(=O)N1CCC2=CC(=CC=C12)C1=CC=C(C(=O)NCC2=CC=NC=C2)C=C1 4-(1-propionyl-indolin-5-yl)-N-(pyridin-4-ylmethyl)benzamide